C(CCCCCCCCCCCCCCCCCCCCC)O n-Docosyl alcohol